CC=1C(=NC(=NC1)N)C1=CNC2=CC(=CC=C12)C methyl-4-(6-methyl-1H-indol-3-yl)pyrimidine-2-amine